R-D-mannose O=C[C@H](O)[C@@H](O)[C@H](O)[C@H](O)CO